4,4'-diamino-octafluorobiphenyl NC1=C(C(=C(C(=C1F)F)C1=C(C(=C(C(=C1F)F)N)F)F)F)F